CCOC(=O)CC(CC(=O)O)(C(=O)OCC)O 1,2-diethyl citrate